ClC=1C=NC(=NC1)N1CCC(CC1)CCCOC=1C=C(C(=NC1)CC(=O)N1CC(C1)CNC[C@@H]([C@H]([C@@H]([C@@H](CO)O)O)O)O)F 2-[5-[3-[1-(5-chloropyrimidin-2-yl)-4-piperidyl]propoxy]-3-fluoro-2-pyridyl]-1-[3-[[[(2S,3R,4R,5R)-2,3,4,5,6-pentahydroxyhexyl]amino]methyl]azetidin-1-yl]ethanone